4-(trifluoromethyl)-N-[(1S,2S,3S,5R)-2,6,6-trimethylnorborn-3-yl]-1H-pyrrolo[2,3-c]pyridine-2-carboxamide FC(C1=C2C(=CN=C1)NC(=C2)C(=O)N[C@@H]2[C@H]([C@H]1C(CC2C1)(C)C)C)(F)F